ClC1=C(C=CC=C1NC(CC1(CCNCC1)O)=O)SC=1N=CC(=NC1)N1CCC(CC1)(C)CNC(OC(C)(C)C)=O tert-butyl ((1-(5-((2-chloro-3-(2-(4-hydroxypiperidin-4-yl)acetamido)phenyl)thio)pyrazin-2-yl)-4-methylpiperidin-4-yl)methyl)carbamate